((S)-7-(4-fluorobenzyl)-6-((2-hydroxyethyl)amino)-2-methyl-2,3-dihydro-1H-pyrido[2,3-b][1,4]oxazin-1-yl)ethan-1-one FC1=CC=C(CC2=CC3=C(OC[C@@H](N3C(C)=O)C)N=C2NCCO)C=C1